CN1C(C(=C(C=C1C)[O-])NC(N[C@@H](CC(=O)[O-])C=1C=C(C=C(C1)CF)C1=CC(=CC=C1)OC(F)(F)F)=O)=O.[Na+].[Na+] Natrium (S)-3-(3-(1,6-Dimethyl-4-oxido-2-oxo-1,2-dihydropyridin-3-yl)ureido)-3-(5-fluoromethyl-3'-(trifluoromethoxy)biphenyl-3-yl)propanoat